C=C(CC)CCCC(CCCC(C)C)C 3-methylene-7,11-dimethyldodecane